2,3-dihydro-1H-indene-2,5-diol C1C(CC2=CC(=CC=C12)O)O